2-(2,2-difluoroethyl)-4-methylthiazole-2,5-dicarboxamide FC(CC1(SC(=C(N1)C)C(=O)N)C(=O)N)F